5-phenyl-1-(4-vinylbenzyl)-1H-1,2,4-triazole C1(=CC=CC=C1)C1=NC=NN1CC1=CC=C(C=C1)C=C